C(C)S(=O)(=O)C=1C(=NC=C(C1)C(F)(F)F)C1=NN2C=NC(=CC2=N1)C(F)(F)F 2-[3-ethylsulfonyl-5-(trifluoromethyl)-2-pyridyl]-7-(trifluoromethyl)[1,2,4]triazolo[1,5-c]pyrimidine